N-(9H-fluoren-9-ylmethoxycarbonyloxy)succinimide C1=CC=CC=2C3=CC=CC=C3C(C12)COC(=O)ON1C(CCC1=O)=O